FC(C(=O)O)(F)F.C1(CC1)CNC1=NC=CC(=C1)C=1OC=C(N1)C(=O)NC=1C(=NN(C1)C1CCC(CC1)C=O)C(F)F 2-(2-((cyclopropylmethyl)amino)pyridin-4-yl)-N-(3-(difluoromethyl)-1-((1r,4r)-4-formylcyclohexyl)-1H-pyrazol-4-yl)oxazole-4-carboxamide trifluoroacetate